C(#N)C=1C=C(C=CC1)C(CCC1CC1)(N[S@](=O)C(C)(C)C)C=1C=C(C=CC1)NC(=O)C1=CC(=NN1C=1C=C(CNC(OC(C)(C)C)=O)C=CC1)C(F)(F)F tert-butyl 3-(5-(3-((-)-1-(3-cyanophenyl)-3-cyclopropyl-1-((R)-1,1-dimethylethylsulfinamido)propyl)phenylcarbamoyl)-3-(trifluoromethyl)-1H-pyrazol-1-yl)benzylcarbamate